C(C1=CC=CC=C1)OC=1C(=NN(C1)COCC[Si](C)(C)C)C 2-[(4-benzyloxy-3-methyl-pyrazol-1-yl)methoxy]ethyl-trimethyl-silane